2-[3-(3-chloro-2-piperazin-1-yl-6-quinolyl)phenyl]propan-2-amine dihydrochloride Cl.Cl.ClC=1C(=NC2=CC=C(C=C2C1)C=1C=C(C=CC1)C(C)(C)N)N1CCNCC1